NC1=CC=CC(=N1)S(=O)(=O)NC(=O)C=1C(=NC(=CC1)C1C(CCC(C1)(C)C)=O)OC1=C(C=C(C=C1C)C)C N-[(6-Amino-2-pyridyl)sulfonyl]-6-(5,5-dimethyl-2-oxo-cyclohexyl)-2-(2,4,6-trimethylphenoxy)pyridin-3-carboxamid